5-[3-[4-[5-(3-ethylimidazol-4-yl)-1-methyl-indazol-7-yl]oxyphenoxy]propyl]-2-oxa-5-azabicyclo[2.2.1]heptane C(C)N1C=NC=C1C=1C=C2C=NN(C2=C(C1)OC1=CC=C(OCCCN2C3COC(C2)C3)C=C1)C